ClC=1C=CC2=C(N(CC(O2)C(=O)NC23CC(C2)(C3)NC(COC3=CC(=C(C=C3)Cl)F)=O)C(=O)C=3OC(=CC3)C)C1 6-chloro-N-{3-[2-(4-chloro-3-fluorophenoxy)acetamido]bicyclo[1.1.1]pentan-1-yl}-4-(5-methylfuran-2-carbonyl)-3,4-dihydro-2H-1,4-benzoxazine-2-carboxamide